4-(4-((1R,5S)-3,8-diazabicyclo[3.2.1]oct-3-yl)-2-(((3S,4S)-4-(difluoromethyl)-1,3-dimethylpiperidin-3-yl)methoxy)-6,8-difluoroquinazolin-7-yl)-2-aminobenzo[b]thiophene-3-carbonitrile [C@H]12CN(C[C@H](CC1)N2)C2=NC(=NC1=C(C(=C(C=C21)F)C2=CC=CC=1SC(=C(C12)C#N)N)F)OC[C@@]1(CN(CC[C@@H]1C(F)F)C)C